C(C)(C)(C)OC(=O)N[C@H]1CN(CC12CC2)C(=O)C21CC(C2)(C1)C(=O)OC methyl 3-[(7R)-7-{[(tert-butoxy)carbonyl]amino}-5-azaspiro[2.4]heptane-5-carbonyl]bicyclo[1.1.1]pentane-1-carboxylate